CS(=O)(=O)C[C@@H]1[C@H](N(C1)C=1C=CC(=C2C=C(N=CC12)NC1=NC(=NC=C1)N1C[C@@H]([C@@H](CC1)O)OC)C(C)C)C (3S,4R)-1-[4-({8-[(2R,3S)-3-(methanesulfonylmeth-yl)-2-methylazetidin-1-yl]-5-(propan-2-yl)isoquinolin-3-yl}amino)pyrimidin-2-yl]-3-methoxypiperidin-4-ol